CC=1C=2CCCC2N=C2CN(CC12)C(CC1CN(C1)C=1C=NC(=CC1)C(F)(F)F)=O 1-(8-Methyl-3,5,6,7-tetrahydro-1H-2,4-diaza-s-indacen-2-yl)-2-[1-(6-trifluoromethyl-pyridin-3-yl)-azetidin-3-yl]-ethanone